5-(3-hydroxy-4-methoxyphenyl)nicotinaldehyde OC=1C=C(C=CC1OC)C=1C=NC=C(C=O)C1